3-methyl-7-(2-butyn-1-yl)-8-[(2-amino-2-methyl-propyl)-methylamino]-xanthin CN1C(NC(C=2N(C(=NC12)N(C)CC(C)(C)N)CC#CC)=O)=O